1,2-adamantanediol diacrylate C(C=C)(=O)OC12C(C3CC(CC(C1)C3)C2)OC(C=C)=O